OC(=O)C(F)(F)F.N1C=NC2=C1C=CC=C2C=2C(=NC=CC2)N 3-(1H-benzimidazol-4-yl)pyridin-2-amine TFA salt